FC1(CNCCN(C1)C1=NC=C(C=N1)C(F)(F)F)F 6,6-difluoro-1-(5-(trifluoromethyl)pyrimidin-2-yl)-1,4-diazepane